5-(6-bromo-3,5-dihydro-2H-4,1-benzoxazepin-1-yl)-6-fluoro-[1,2,4]triazolo[4,3-a]quinazolin-1-amine BrC1=CC=CC2=C1COCCN2C2=NC=1N(C3=CC=CC(=C23)F)C(=NN1)N